NC1=CC=C(C=N1)N1CCC2(CN(C2)C(=O)OC(C)(C)C)CC1 tert-butyl 7-(6-amino-pyridin-3-yl)-2,7-diaza-spiro[3.5]nonane-2-carboxylate